FC(C1=CC=C(C=C1)N1CCC(CC1)CN1C=CC2=CC(=CC=C12)NC(C=C)=O)(F)F N-(1-((1-(4-(trifluoromethyl)phenyl)-piperidin-4-yl)-methyl)-1H-indol-5-yl)-acrylamide